(R)-3-((7-cyano-2-(3'-(3-((3-hydroxypyrrolidin-1-yl)methyl)-1,7-naphthyridin-8-ylamino)-2,2'-dimethylbiphenyl-3-yl)benzo[d]oxazol-5-yl)methylamino)propionic acid C(#N)C1=CC(=CC=2N=C(OC21)C=2C(=C(C=CC2)C2=C(C(=CC=C2)NC=2N=CC=C1C=C(C=NC21)CN2C[C@@H](CC2)O)C)C)CNCCC(=O)O